2-(bis(3-chloro-4-fluorophenyl)methyl)-N-(3-methoxypropyl)-1H-imidazole-5-sulfonamide ClC=1C=C(C=CC1F)C(C=1NC(=CN1)S(=O)(=O)NCCCOC)C1=CC(=C(C=C1)F)Cl